CN1C(C2=C(C=C1)C(=CN2S(=O)(=O)C2=CC=C(C)C=C2)C=2C=C(C=O)C=CC2)=O 3-(6-methyl-7-oxo-1-tosyl-6,7-dihydro-1H-pyrrolo[2,3-c]pyridin-3-yl)benzaldehyde